sodium 2,2'-ethylene-bis(4,6-di-tert-butylphenyl) phosphate P1(=O)(OC2=C(C=C(C=C2C(C)(C)C)C(C)(C)C)CCC2=C(C(=CC(=C2)C(C)(C)C)C(C)(C)C)O1)[O-].[Na+]